[N+](=O)([O-])C1=C(C=CC=C1)N1C(CCCC1)CN1CCOCC1 4-[[1-(2-nitrophenyl)-2-piperidyl]methyl]morpholine